SC(CC(=O)OCC(COC(CC(C)(C)S)=O)(COCC(COC(CC(C)(C)S)=O)(COC(CC(C)(C)S)=O)COC(CC(C)(C)S)=O)COC(CC(C)(C)S)=O)(C)C dipentaerythritol hexa(3-mercapto-3-methylbutyrate)